C1N(CC2=CC=CC=C12)CC1=CC(=C(OCC2=CC=C(C=C2)/C=C/C(=O)OC)C=C1)OC Methyl (E)-3-(4-((4-(isoindolin-2-ylmethyl)-2-methoxyphenoxy)methyl)phenyl)acrylate